1-{2-[1-(cyclopropylmethyl)-1H-pyrrolo[2,3-b]pyridin-2-yl]-1-methyl-1H-1,3-benzodiazole-5-carbonyl}piperidin-3-amine hydrochloride Cl.C1(CC1)CN1C(=CC=2C1=NC=CC2)C2=NC1=C(N2C)C=CC(=C1)C(=O)N1CC(CCC1)N